methyl 4-(hept-1-yn-1-yl)-2-methylbenzoate C(#CCCCCC)C1=CC(=C(C(=O)OC)C=C1)C